C1(=CC=CC2=CC=CC=C12)C1=C(C=CC=C1)O (1-naphthyl)-phenol